fucosyllactose CO[C@@H]1[C@H]([C@H]([C@@H]([C@H](O1)CO[C@@H]2[C@H]([C@H]([C@@H](CO2)O)O)O)O)O[C@@H]3[C@H]([C@H]([C@@H]([C@H](O3)CO)O)O)O)O